OC=1C=C2CCN(CC2=CN1)C(=O)C1CC(N(C1)C)=O 4-[(6-hydroxy-3,4-dihydro-2,7-naphthyridin-2(1H)-yl)carbonyl]-1-methylpyrrolidin-2-one